N-dimethylaminopropyl-N-(trimethylsilyl)silanamine CN(C)CCCN([SiH3])[Si](C)(C)C